ClC=1C=CC(=NC1)[C@@H](C1(CCN(CC1)C(=O)OC(C)(C)C)O)C1CCOCC1 tert-butyl 4-[(S)-(5-chloro-2-pyridyl)-tetrahydropyran-4-yl-methyl]-4-hydroxy-piperidine-1-carboxylate